benzyl (2S,4S)-4-((3-(4-(tert-butoxycarbonyl)phenyl)bicyclo[1.1.1]pentan-1-yl)methyl)-2-(tert-butyl)-5-oxooxazolidine-3-carboxylate C(C)(C)(C)OC(=O)C1=CC=C(C=C1)C12CC(C1)(C2)C[C@@H]2N([C@@H](OC2=O)C(C)(C)C)C(=O)OCC2=CC=CC=C2